C(C)(C)(C)OC([C@@H](NC(C)(C)C)CC1=CNC=N1)=O tert-butyl-L-histidine tert-butyl ester